(R)-2-(N-[4-Amino-5-[4-(difluoromethoxy)benzoyl]thiazol-2-yl]-4-methoxyanilino)propanamid NC=1N=C(SC1C(C1=CC=C(C=C1)OC(F)F)=O)N(C1=CC=C(C=C1)OC)[C@@H](C(=O)N)C